C(C1=CC=CC=C1)N1N=CC(=C1)C1=NC=2N=C(N(C(C2N1)=O)CCC)OC 8-(1-Benzyl-1H-pyrazol-4-yl)-2-methoxy-1-propyl-1,7-dihydro-purin-6-one